3-aminopropyl-(dipropoxymethylsilane) NCCC[SiH2]C(OCCC)OCCC